(2r,3s)-1-tert-butoxycarbonyl-3-(morpholine-4-carbonyl)piperidine-2-carboxylic acid C(C)(C)(C)OC(=O)N1[C@H]([C@H](CCC1)C(=O)N1CCOCC1)C(=O)O